ClC=1C=C(C=NC1N1N=CC=N1)NC(=O)C=1C=NN(C1C(F)(F)F)C=1C=NC=C(C1)C#N N-(5-Chloro-6-(2H-1,2,3-triazol-2-yl)pyridin-3-yl)-1-(5-cyanopyridin-3-yl)-5-(trifluoromethyl)-1H-pyrazole-4-carboxamide